C12(CC(C1)C2)[C@@H](C(=O)O)NC(C(F)(F)F)=O (S)-bicyclo[1.1.1]pentan-1-yl(2,2,2-trifluoroacetamido)acetic acid